C[C@@H]1CC2=NN3C=NNC(C3=C2CN1C(=O)OC(C)(C)C)=O (R)-tert-butyl 8-methyl-1-oxo-1,2,7,8-tetrahydropyrido[4',3':3,4]pyrazolo[1,5-d][1,2,4]triazine-9(10H)-carboxylate